N-(4-(Pyrrolidin-1-ylsulfonyl)benzyl)-1H-indole-1-carboxamide N1(CCCC1)S(=O)(=O)C1=CC=C(CNC(=O)N2C=CC3=CC=CC=C23)C=C1